6-(4-(trifluoromethyl)phenethyloxy)pyridin-3-amine FC(C1=CC=C(CCOC2=CC=C(C=N2)N)C=C1)(F)F